5-bromo-6-((3-methyl-4-((1-methylbenzimidazol-5-yl)oxy)phenyl)amino)pyrimidin-4-amine BrC=1C(=NC=NC1NC1=CC(=C(C=C1)OC1=CC2=C(N(C=N2)C)C=C1)C)N